iodopropyl-dimethoxysilane tert-butyl-(2S,4S)-4-benzyloxy-2-[(4-fluoro-3-methyl-phenyl)carbamoyl]pyrrolidine-1-carboxylate C(C)(C)(C)OC(=O)N1[C@@H](C[C@@H](C1)OCC1=CC=CC=C1)C(NC1=CC(=C(C=C1)F)C)=O.ICCC[SiH](OC)OC